CN(C1=NC2=CC=C(C=C2C=N1)/C=C/C=1C=NC(NC1)=O)C1CCNCC1 (E)-5-(2-(2-(methyl-(piperidin-4-yl)amino)-quinazolin-6-yl)vinyl)-pyrimidin-2(1H)-one